CC1=C(C(=O)NC=2C(=CC(=C(C2)CC(=O)O)S(=O)C)C(F)(F)F)C(=CC(=C1)OCCC1=CC=CC=C1)C [5-{[2,6-dimethyl-4-(2-phenylethoxy)benzoyl]amino}-2-(methylsulfinyl)-4-(trifluoromethyl)phenyl]acetic acid